(S)-3-amino-N-(3-(3-methyl-1H-pyrazol-4-yl)-1H-indol-7-yl)-2-phenylpropionamide NC[C@@H](C(=O)NC=1C=CC=C2C(=CNC12)C=1C(=NNC1)C)C1=CC=CC=C1